methyl 5-[(2-chloro-5-fluorophenyl) amino]-4-nitrothiophene-2-carboxylate ClC1=C(C=C(C=C1)F)NC1=C(C=C(S1)C(=O)OC)[N+](=O)[O-]